trithiophosphoric acid-tris-[carboxy-isooctyloxy]-methyl ester C(=O)(O)C(CCCCC(C)C)OC(OC(CCCCC(C)C)C(=O)O)(OC(CCCCC(C)C)C(=O)O)SP(S)(O)=S